trans-(1r,4r)-4-((5-chloro-4-(1-cyclohexyl-1H-pyrazol-4-yl)pyrimidin-2-yl)amino)-N-methylcyclohexane-1-carboxamide ClC=1C(=NC(=NC1)N[C@@H]1CC[C@H](CC1)C(=O)NC)C=1C=NN(C1)C1CCCCC1